FC1(CCN(CCC1)C=1N=NC(=C(C1C(=O)NC1=CC(=CC=C1)[S@](=O)(=N)C)C)C1=CC=CC=C1)F (S)-3-(4,4-difluoroazepan-1-yl)-5-methyl-N-(3-(S-methylsulfonimidoyl)phenyl)-6-phenylpyridazine-4-carboxamide